NOC(=O)NC1=NC(=NC2=CC(=C(C=C12)OC)OCCCN1CCCC1)N1CCC(CC1)(F)F N-((aminooxy)carbonyl)-2-(4,4-difluoropiperidin-1-yl)-6-methoxy-7-(3-(pyrrolidin-1-yl)propoxy)quinazolin-4-amine